trans-tert-butyl-4-(4-(4-amino-2-fluorophenyl)piperidin-1-yl)cyclohexane-1-carboxylate C(C)(C)(C)OC(=O)[C@@H]1CC[C@H](CC1)N1CCC(CC1)C1=C(C=C(C=C1)N)F